NC=1C=2N(C(=C(N1)C=1C=C(C#N)C=CC1)C1=CC=NC=C1)N=C(C2)NC2=CC=CC=C2 3-(4-amino-2-(phenylamino)-7-(pyridin-4-yl)pyrazolo[1,5-a]pyrazin-6-yl)benzonitrile